N1(CCCCC1)CCNC(OC(CCCO)CCCCCC)=O 1-hydroxydecan-4-yl (2-(piperidin-1-yl)ethyl)carbamate